BrC1=C(C(=C2C(=NC(=NC2=C1F)OC[C@]12CCCN2C\C(\C1)=C/F)N1CC2CCC(C1)N2C(=O)OC(C)(C)C)OC)F tert-butyl 3-(7-bromo-6,8-difluoro-2-(((S,Z)-2-(fluoromethylene)tetrahydro-1H-pyrrolizin-7a(5H)-yl)methoxy)-5-methoxyquinazolin-4-yl)-3,8-diazabicyclo[3.2.1]octane-8-carboxylate